3-(3-methyl-oxetan-3-yl)-propionitrile CC1(COC1)CCC#N